ClC=1C=NC(=NC1)C1C(CC1)C=1NC(C2=C(N1)N(N=C2C#N)C(C)C=2C=NC(=CC2)C(F)(F)F)=O 6-(2-(5-chloropyrimidin-2-yl)cyclobutyl)-4-oxo-1-(1-(6-(trifluoromethyl)-pyridin-3-yl)ethyl)-4,5-dihydro-1H-pyrazolo[3,4-d]pyrimidine-3-carbonitrile